2-chloro-5-{[(methoxyacetyl)amino]methyl}-N-[1-(1,3-thiazol-2-yl)-1H-indazol-4-yl]benzamide ClC1=C(C(=O)NC2=C3C=NN(C3=CC=C2)C=2SC=CN2)C=C(C=C1)CNC(COC)=O